(S)-9-fluoro-3-methyl-7-oxo-10-(4-(pyridin-2-yl)piperazin-1-yl)-2,3-dihydro-7H-[1,4]oxazino[2,3,4-ij]quinoline-6-carboxylic acid FC=1C=C2C(C(=CN3C2=C(C1N1CCN(CC1)C1=NC=CC=C1)OC[C@@H]3C)C(=O)O)=O